5-[[2-Chloro-6-[4-[4-[(4R)-4-amino-2-oxo-pyrrolidin-1-yl]phenyl]sulfonylpiperazin-1-yl]-4-pyridyl]-difluoro-methyl]-N-[3-(2-hydroxyethylamino)propyl]pyridine-2-carboxamide ClC1=NC(=CC(=C1)C(C=1C=CC(=NC1)C(=O)NCCCNCCO)(F)F)N1CCN(CC1)S(=O)(=O)C1=CC=C(C=C1)N1C(C[C@H](C1)N)=O